2-deoxy-2-[18F]fluoroglucose [18F][C@@H](C=O)[C@@H](O)[C@H](O)[C@H](O)CO